FC=1C=NN(C1)C1=CC=C(C=C1)[C@H](C)NC(=O)N1CCN(CC1)C1=NC(=CC(=N1)C)NC1=NNC(=C1)C (S)-N-(1-(4-(4-fluoro-1H-pyrazol-1-yl)phenyl)ethyl)-4-(4-methyl-6-((5-methyl-1H-pyrazol-3-yl)amino)pyrimidin-2-yl)piperazine-1-carboxamide